N-(3',4'-dimethoxy-2-(2-trityl-2H-tetrazol-5-yl)-[1,1'-biphenyl]-4-yl)-4,4-dimethylpiperidine-1-carboxamide COC=1C=C(C=CC1OC)C1=C(C=C(C=C1)NC(=O)N1CCC(CC1)(C)C)C=1N=NN(N1)C(C1=CC=CC=C1)(C1=CC=CC=C1)C1=CC=CC=C1